N1(CCCCC1)CC1=CC=C(CN2C(C(=C(C=C2C)OCC2=C(C=C(C=C2)F)F)Br)=O)C=C1 1-[4-(piperidin-1-ylmethyl)benzyl]-3-bromo-4-[(2,4-difluorobenzyl)oxy]-6-methylpyridin-2(1H)-one